Tert-butyl (7-((4,5-diphenylthiazol-2-yl) amino)-7-oxoheptyl)carbamate C1(=CC=CC=C1)C=1N=C(SC1C1=CC=CC=C1)NC(CCCCCCNC(OC(C)(C)C)=O)=O